2-[2,5-bis(propan-2-yl)thiophen-3-yl]acetic acid CC(C)C=1SC(=CC1CC(=O)O)C(C)C